2-((3-(5-methyl-3-(oxetan-3-yl)-8,9-dihydropyrido[3',2':4,5]pyrrolo[1,2-a]pyrazin-7(6H)-yl)-3-oxopropoxy)methyl)azetidin CC=1C2=C(N3C1CN(CC3)C(CCOCC3NCC3)=O)N=CC(=C2)C2COC2